C(#N)C1=C(C=CC=C1)[C@@H]([C@@H](C)C=1N(C(C(=C(N1)C(=O)NC=1C=NOC1)O)=O)C)C1=NC(=C(N=C1)C)C 2-((1r,2r)-1-(2-cyanophenyl)-1-(5,6-dimethylpyrazin-2-yl)propan-2-yl)-5-hydroxy-N-(isoxazol-4-yl)-1-methyl-6-oxo-1,6-dihydropyrimidine-4-carboxamide